benzo[c][1,2,5]oxadiazole 1-oxide [N+]=1(ON=C2C1C=CC=C2)[O-]